4-((4,4-difluoropiperidin-1-yl)methyl)-N-(1-(2,6-dioxopiperidin-3-yl)-3-methyl-2-oxo-2,3-dihydro-1H-benzo[d]imidazol-4-yl)benzamide FC1(CCN(CC1)CC1=CC=C(C(=O)NC2=CC=CC=3N(C(N(C32)C)=O)C3C(NC(CC3)=O)=O)C=C1)F